(23Z,26Z)-11-((8Z,11Z)-heptadeca-8,11-dien-1-yl)-3-(2-hydroxyethyl)-13,13-dimethyl-10,12,14-trioxa-3-aza-13-siladotriaconta-23,26-dien-1-ol C(CCCCCC\C=C/C\C=C/CCCCC)C(OCCCCCCN(CCO)CCO)O[Si](OCCCCCCCC\C=C/C\C=C/CCCCC)(C)C